N-[(3S)-1-[5-(4-bromo-2,6-dichloro-phenoxy)-2-hydroxy-phenyl]sulfonylpyrrolidin-3-yl]methanesulfonamide BrC1=CC(=C(OC=2C=CC(=C(C2)S(=O)(=O)N2C[C@H](CC2)NS(=O)(=O)C)O)C(=C1)Cl)Cl